(M)-6,7-dichloro-4-((2R,6R)-2,6-dimethyl-4-(2-propenoyl)-1-piperazinyl)-1-(4-methyl-2-(2-propanyl)-3-pyridinyl)pyrido[2,3-d]pyrimidin-2(1H)-one ClC1=CC2=C(N(C(N=C2N2[C@@H](CN(C[C@H]2C)C(C=C)=O)C)=O)C=2C(=NC=CC2C)C(C)C)N=C1Cl